C(C)N(C(=O)C1=NC=C(N=C1)N1[C@H](C2=C(CC1)NC=N2)C2=NN1C(C(=CC=C1)F)=C2)C (R)-N-ethyl-5-(4-(4-fluoropyrazolo[1,5-a]pyridin-2-yl)-1,4,6,7-tetrahydro-5H-imidazo[4,5-c]pyridin-5-yl)-N-methylpyrazine-2-carboxamide